1-(6-(4-(4-cyanophenyl)piperidine-1-carbonyl)-methylpyridin-2-yl)-3-(tetrahydrofuran-3-yl)urea C(#N)C1=CC=C(C=C1)C1CCN(CC1)C(=O)C1=CC=C(C(=N1)NC(=O)NC1COCC1)C